2,3-dihydroindene C1CCC2=CC=CC=C12